methyl (2S,4R)-1-benzyl-4-fluoropyrrolidine-2-carboxylate C(C1=CC=CC=C1)N1[C@@H](C[C@H](C1)F)C(=O)OC